2-[(6-bromo-4-iodopyridin-3-yl)oxy]ethanol BrC1=CC(=C(C=N1)OCCO)I